N-(6-(7-(tert-butylamino)-5-chloro-6-fluoro-1H-indazol-4-yl)imidazo[1,2-a]pyrazin-2-yl)-2-fluorocyclopropane-1-carboxamide C(C)(C)(C)NC=1C(=C(C(=C2C=NNC12)C=1N=CC=2N(C1)C=C(N2)NC(=O)C2C(C2)F)Cl)F